2-butoxy-7-(4-((2,6-dimethylmorpholinyl)methyl)benzyl)-5H-pyrrolo[3,2-d]pyrimidin-4-amine C(CCC)OC=1N=C(C2=C(N1)C(=CN2)CC2=CC=C(C=C2)CN2CC(OC(C2)C)C)N